O=C1N[C@H]2[C@@H](N1)CS[C@H]2CCCCC(=O)NCCCCCNC(=O)C=2C=C(C=C(C2)C(NCCCCCNC(CCCC[C@@H]2SC[C@@H]1NC(N[C@@H]12)=O)=O)=O)NC(OC(C)(C)C)=O tert-butyl (3,5-bis((5-(5-((3aS,4S,6aR)-2-oxohexahydro-1H-thieno[3,4-d]imidazol-4-yl)pentanamido)pentyl)carbamoyl)phenyl)carbamate